CC1(OCCO1)C1=C(C(=CC=C1OCC1=CC=C(C=C1)OC)F)Br methyl-2-{2-bromo-3-fluoro-6-[(4-methoxyphenyl)methoxy]phenyl}-1,3-dioxolane